C(C)(C)(C)NC(CN[C@H]1[C@@H](C1)C1=CC=CC=C1)=O N-(tert-butyl)-2-{[(trans)-2-phenylcyclopropyl]amino}acetamide